5-chloroadamantan-2-yl isocyanate ClC12CC3C(C(CC(C1)C3)C2)N=C=O